N1(N=NC=C1)C1=C(C#N)C=CC=C1 (1H-1,2,3-triazol-1-yl)benzonitrile